NC1CC(N(C1)C1=CC=C(C=C1)S(=O)(=O)N1CCN(CC1)C1=NC(=CC(=C1)C(C1COC1)(F)F)Cl)=O 4-Amino-1-[4-[4-[6-chloro-4-[difluoro(oxetan-3-yl)methyl]-2-pyridyl]piperazin-1-yl]sulfonylphenyl]pyrrolidin-2-one